3-(3,4-dihydro-isoquinolin-2(1H)-yl)-2-hydroxy-propyl-3,4-dihydro-quinoline C1N(CCC2=CC=CC=C12)CC(CC1=NC2=CC=CC=C2CC1)O